FC(OC1=CC=C(C=C1)S(=O)(=O)N1CC2=C(C1)CN(C2)C(=O)NC(C)C=2SC(=CC2)C)F 5-[4-(Difluoromethoxy)benzenesulfonyl]-N-[1-(5-methylthiophen-2-yl)ethyl]-1H,2H,3H,4H,5H,6H-pyrrolo[3,4-c]pyrrole-2-carboxamide